(S)-N-(3-(((6-fluoro-5-(1-(2-fluorophenyl)ethyl)-1,1-dioxido-4H-benzo[e][1,2,4]thiadiazin-3-yl)amino)methyl)phenyl)acetamide FC=1C=CC2=C(NC(=NS2(=O)=O)NCC=2C=C(C=CC2)NC(C)=O)C1[C@@H](C)C1=C(C=CC=C1)F